N,N-bis(3-dimethylaminopropyl)-N-[N',N'-bis(2-hydroxypropyl)-3-aminopropyl]amine CN(CCCN(CCCN(CC(C)O)CC(C)O)CCCN(C)C)C